2-methyl-[1,2,4]triazolo[4,3-a]pyridin-3(2H)-one CN1N=C2N(C=CC=C2)C1=O